CC=1NN=C2N=CC=C(C21)C=2C=C(C=NC2)C2=CC=C(C=C2)N2C(CCC2)=O 1-(4-(5-(3-methyl-2H-pyrazolo[3,4-b]pyridin-4-yl)pyridin-3-yl)phenyl)pyrrolidin-2-one